3-(((((9H-fluoren-9-yl) Methoxy)carbonyl)(4-amino-3-methoxybenzyl)amino)phenyl)piperidine-1-carboxylate C1=CC=CC=2C3=CC=CC=C3C(C12)COC(=O)N(CC1=CC(=C(C=C1)N)OC)C1=C(C=CC=C1)C1CN(CCC1)C(=O)[O-]